cyclopentane diselenide [SeH-]=[Se].C1CCCC1